1-(5-{[(5-chlorothiophen-2-yl)methyl]amino}-3-[1-(cyclopropylmethyl)piperidin-4-yl]-1H-pyrazol-1-yl)-2,2-dimethylpropan-1-one ClC1=CC=C(S1)CNC1=CC(=NN1C(C(C)(C)C)=O)C1CCN(CC1)CC1CC1